FC=1C=C(C=CC1)N1[C@@H](CCN2C1=NC(=CC2=O)N2[C@@H](COCC2)C)C(F)(F)F (S)-9-(3-Fluoro-phenyl)-2-((R)-3-methylmorpholin-4-yl)-8-trifluoromethyl-6,7,8,9-tetrahydro-pyrimido[1,2-a]-pyrimidin-4-one